C1(=CC=CC=C1)C(CCCO)(O)C1=CC=CC=C1 1,1-Diphenylbutane-1,4-diol